[Mo].[Ti].[Cu].[Ag] silver copper titanium molybdenum